N-(3,4-dichlorophenyl)-6-(1,6-diazaspiro[3.3]heptan-6-yl)pyrido[3,2-d]pyrimidin-4-amine ClC=1C=C(C=CC1Cl)NC=1C2=C(N=CN1)C=CC(=N2)N2CC1(CCN1)C2